1'-butyl-N-((5-(5-(difluoromethyl)-1,3,4-oxadiazol-2-yl)pyridin-2-yl)methyl)-3-fluoro-N-phenyl-[1,3'-biazetidine]-3-carboxamide C(CCC)N1CC(C1)N1CC(C1)(C(=O)N(C1=CC=CC=C1)CC1=NC=C(C=C1)C=1OC(=NN1)C(F)F)F